6-[2-(5-Aminotetrazol-1-yl)ethoxy]-4-fluoro-indane-2-carbaldehyde NC1=NN=NN1CCOC1=CC(=C2CC(CC2=C1)C=O)F